COC(CN(CCC[C@H](C(C)C)N1CC2(C1)CN(CC2)C=2N=CN=NC2OC2=C(C(=O)N(C(C)C)CC)C=C(C=C2)F)C)OC (R)-2-((5-(2-(6-((2,2-dimethoxyethyl)(methyl)amino)-2-methylhex-3-yl)-2,6-diazaspiro[3.4]oct-6-yl)-1,2,4-triazin-6-yl)oxy)-N-ethyl-5-fluoro-N-isopropylbenzamide